1-(2-naphthoyl-3-phenylbicyclo[2.1.1]hex-2-en-2-yl)-N-methylmethanesulfonamide C1=C(C=CC2=CC=CC=C12)C(=O)C12C(=C(C(C1)C2)C2=CC=CC=C2)CS(=O)(=O)NC